ClC1=NC=C(C(=N1)NC=1C=C(C=CC1OC)NC(C)=O)F N-(3-((2-chloro-5-fluoropyrimidin-4-yl)amino)-4-methoxyphenyl)acetamide